2-[2-[6-(2-cyanophenoxy)pyrimidin-4-yl]oxyphenyl]-3-methoxyprop-2-enoic acid methyl ester COC(C(=COC)C1=C(C=CC=C1)OC1=NC=NC(=C1)OC1=C(C=CC=C1)C#N)=O